CSCCC(C(C(=O)O)O)C(=O)O The molecule is a 3-(omega-methylthio)alkylmalic acid in which the 3-alkyl group is specified as 2-methylthioethyl. It is a conjugate acid of a 3-(2-methylthioethyl)malate(2-).